3-(2-(2-(2-aminoethoxy)ethoxy)ethoxy)-N-(3-(6,8-dichloro-2-methyl-1,2,3,4-tetrahydroisoquinolin-4-yl)phenyl)propanamide NCCOCCOCCOCCC(=O)NC1=CC(=CC=C1)C1CN(CC2=C(C=C(C=C12)Cl)Cl)C